FC1=C(C=CC(=C1)[C@H]1[C@H](OCC2=CC(=CC=C12)O)C1=CC=CC=C1)N1CCC(CC1)C=O 1-(2-fluoro-4-((3S,4R)-7-hydroxy-3-phenylisochroman-4-yl)phenyl)piperidine-4-carbaldehyde